phenyl-pentene C1(=CC=CC=C1)C=CCCC